C(C)(C)(C)OC(=O)N1C2CCC(C1C#N)C2 (2S)-exo-3-cyano-2-azabicyclo[2.2.1]heptane-2-carboxylic acid tert-butyl ester